N(C#N)C(CNC(CN(S(=O)(=O)C)C1CCN(CC1)C(C)C1=CC=CC2=CC=CC=C12)=O)=O N-(2-cyanamido-2-oxoethyl)-2-(N-(1-(1-(naphthalen-1-yl)ethyl)piperidin-4-yl)methylsulfonamido)acetamide